butyl 2,6-diazaspiro[3.4]octane-6-carboxylate C1NCC12CN(CC2)C(=O)OCCCC